FC1(CC(C1)NC=1C=C(C(=O)[O-])C=CC1)F 3-[(3,3-difluorocyclobutyl)amino]benzoate